6-(methylthio)-2-(thiazol-5-yl)pyrimidine-4-carboxylic acid CSC1=CC(=NC(=N1)C1=CN=CS1)C(=O)O